C(C)(C)(C)OC(=O)NCCCCOC=1C=C(C=NC1)N(C(OC(C)(C)C)=O)C1=CC(=NN1C(C)(C)C)[C@@H]1C[C@@H](CC1)O tert-butyl (5-(4-((tert-butoxycarbonyl)amino)butoxy)pyridin-3-yl)(1-(tert-butyl)-3-((1S,3R)-3-hydroxycyclopentyl)-1H-pyrazol-5-yl)carbamate